COC(CNC)=O sarcosine methyl ester